FC(C)(F)N1N=C(C(=C1)F)[S@](=O)(N)=NC(NC1=C2C(=NC(=C1C)C(F)(F)F)CCC2)=O (S)-1-(1,1-Difluoroethyl)-4-fluoro-N'-((3-methyl-2-(trifluoromethyl)-6,7-dihydro-5H-cyclopenta[b]pyridin-4-yl)carbamoyl)-1H-pyrazole-3-sulfonimidamide